2-(2,6-dioxo-3-piperidyl)-5-[4-[[4-[2-[4-[6-(5-isopropoxy-1H-indazol-3-yl)pyrimidin-4-yl]piperazin-1-yl]ethyl]piperazin-1-yl]methyl]-1-piperidyl]isoindoline-1,3-dione O=C1NC(CCC1N1C(C2=CC=C(C=C2C1=O)N1CCC(CC1)CN1CCN(CC1)CCN1CCN(CC1)C1=NC=NC(=C1)C1=NNC2=CC=C(C=C12)OC(C)C)=O)=O